C(CC)C1CC(OC1)=O 4-propyl-dihydrofuran-2(3H)-one